C1(=CC=CC=C1)N1C2=C(OCC1)C=CC(=C2)COC2=CC1=C(C=N2)[C@H]2[C@@H](C1)[C@@H]2C(=O)OCC (5aR,6S,6aS)-ethyl 3-((4-phenyl-3,4-dihydro-2H-benzo[b][1,4]oxazin-6-yl)methoxy)-5,5a,6,6a-tetrahydrocyclopropa[4,5]cyclopenta[1,2-c]pyridine-6-carboxylate